(3S)-3-(4-chlorophenyl)-3-[(1R)-1-(4-chlorophenyl)-7-fluoro-5-[1-(4-fluoro-1-methylpiperidin-4-yl)-1-hydroxypropyl]-1-methoxy-3-oxo-2,3-dihydro-1H-isoindol-2-yl]propionic acid ClC1=CC=C(C=C1)[C@H](CC(=O)O)N1[C@@](C2=C(C=C(C=C2C1=O)C(CC)(O)C1(CCN(CC1)C)F)F)(OC)C1=CC=C(C=C1)Cl